[6-(benzylsulfanyl)-5-chloro-1-methyl-1H-pyrrolo[2,3-b]pyridin-3-yl][(2RS,4RS)-1-(3-chloro-5-fluoropyridin-2-yl)-2-methylpiperidin-4-yl]methanone C(C1=CC=CC=C1)SC1=C(C=C2C(=N1)N(C=C2C(=O)[C@H]2C[C@H](N(CC2)C2=NC=C(C=C2Cl)F)C)C)Cl |r|